2-(6-methoxy-3-pyridyl)acetaldehyde COC1=CC=C(C=N1)CC=O